ClC1=C(OCC2=CC=C(C(=O)O)C=C2)C(=CC(=C1)C=O)OC 4-[(2-CHLORO-4-FORMYL-6-METHOXYPHENOXY)METHYL]BENZOIC ACID